4'-(3-hydroxy-3-methyl-butoxy)-2',6'-dimethyl-biphenyl OC(CCOC1=CC(=C(C(=C1)C)C1=CC=CC=C1)C)(C)C